C(C)OC(=O)C1=C(C2=C(CCC3=CN(N=C23)CC2=NC(=CC=C2)C(F)(F)F)O1)C 8-Methyl-2-{[6-(trifluoromethyl)pyridin-2-yl]methyl}-4,5-dihydro-2H-furo[2,3-g]indazole-7-carboxylic acid ethyl ester